CC1(CC1)NC(C)=O N-(1-methylcyclopropyl)acetamide